ClC1=CC2=C(N(C(N=C2N2[C@H](CN(CC2)C(=O)OC(C)(C)C)C)=O)C=2C(=NC=NC2CC)CC)N=C1Cl (S)-tert-Butyl 4-(6,7-dichloro-1-(4,6-diethylpyrimidin-5-yl)-2-oxo-1,2-dihydropyrido[2,3-d]pyrimidin-4-yl)-3-methylpiperazine-1-carboxylate